N1(C=NC=C1)C(=O)OC1CC(C1)N1N=CC(=C1C(F)(F)F)C (1s,3s)-3-(4-methyl-5-(trifluoromethyl)-1H-pyrazol-1-yl)cyclobutyl 1H-imidazole-1-carboxylate